(R)-N-[(7S)-3-methoxyspiro[5,7-dihydro-cyclopenta[c]pyridin-6,4'-piperidin]-7-yl]-2-methylpropane-2-sulfinamide COC1=CC2=C(C=N1)[C@H](C1(CCNCC1)C2)N[S@](=O)C(C)(C)C